3,7-dimethyl-9-(1-(4-(S-methylsulfonimidoyl)phenyl)ethyl)-1,2,3,4,8,9-hexahydropyrido[4',3':3,4]pyrazolo[1,5-a]pyrazin-10(7H)-one CC1CC2=NN3C(C(N(CC3C)C(C)C3=CC=C(C=C3)S(=O)(=N)C)=O)=C2CN1